tert-butyl [(1R,3S)-3-{(1E)-N-[(S)-2-methylpropane-2-sulfinyl]ethaneimidoyl}cyclohexyl]carbamate CC(C)(C)[S@](=O)/N=C(\C)/[C@@H]1C[C@@H](CCC1)NC(OC(C)(C)C)=O